NC1(CCN(CC1)C(=O)OC(C)(C)C)C(NCCNC(=O)C(C)(C)C)=O tert-butyl 4-amino-4-({2-[(tert-butylcarbonyl)amino]ethyl}carbamoyl)piperidine-1-carboxylate